BrC=1C=C(C=CC1)C1(CC(C1)(C)OC)C#N (1r,3r)-1-(3-bromophenyl)-3-methoxy-3-methylcyclobutane-1-carbonitrile